C(C)(=O)C1=NN(C2=CC=C(C=C12)C=1C=NC(=NC1)C)CC(=O)N1[C@@H](C[C@H](C1)F)C(=O)NC1=CC(=CC=C1)Cl (2S,4R)-1-(2-(3-Acetyl-5-(2-methylpyrimidin-5-yl)-1H-indazol-1-yl)acetyl)-N-(3-chlorophenyl)-4-fluoropyrrolidine-2-carboxamide